N-[(1S,2S)-2-Hydroxycyclohexyl]-4-[4-(4-carbamoylpyridin-2-yl)-benzyl]-pyrrolo[1,2-b]pyridazin-2-carboxamid O[C@@H]1[C@H](CCCC1)NC(=O)C=1C=C(C=2N(N1)C=CC2)CC2=CC=C(C=C2)C2=NC=CC(=C2)C(N)=O